rac-(4aR,8aS)-6-[4-[bis(4-Fluorophenyl)methyl]piperazine-1-carbonyl]-4,4a,5,7,8,8a-hexahydropyrido[4,3-b][1,4]oxazin-3-one FC1=CC=C(C=C1)C(N1CCN(CC1)C(=O)N1C[C@@H]2[C@@H](OCC(N2)=O)CC1)C1=CC=C(C=C1)F |r|